OC1=CC=CC(O1)=O 6-hydroxypyran-2-one